3-((2-(4,4-difluoropiperidin-1-yl)-7-hydroxy-6-methoxyquinazolin-4-yl)amino)tetrahydro-2H-thiopyran 1,1-dioxide FC1(CCN(CC1)C1=NC2=CC(=C(C=C2C(=N1)NC1CS(CCC1)(=O)=O)OC)O)F